P(=O)(OC(C)(C)C)(OC(C)(C)C)OCN1C=C(C2=CC=CC=C12)CCN(C)C Di-tert-butyl ((3-(2-(dimethylamino)ethyl)-1H-indol-1-yl)methyl) phosphate